ClC=1C(=C(C=CC1)\N=N\N(CC)CC)C#CC (1E)-1-[3-chloro-2-(prop-1-yn-1-yl)phenyl]-3,3-diethyltriaz-1-ene